4-(3-amino-1H-pyrazolo[4,3-b]pyridin-5-yl)-3-chloro-N-((1R,2S)-2-hydroxycyclopentyl)benzenesulfonamide NC1=NNC=2C1=NC(=CC2)C2=C(C=C(C=C2)S(=O)(=O)N[C@H]2[C@H](CCC2)O)Cl